4-Amino-N-2-thiazolylbenzenesulfonamide sodium salt [Na].NC1=CC=C(C=C1)S(=O)(=O)NC=1SC=CN1